5-ethyl-6,7-dihydro-5H-cyclopenta[b]pyridine C(C)C1CCC2=NC=CC=C21